5-((1-(4-(1-(Diethylamino)cyclopropyl)phenyl)-1H-imidazol-4-yl)amino)pyrazine-2-carbonitrile C(C)N(C1(CC1)C1=CC=C(C=C1)N1C=NC(=C1)NC=1N=CC(=NC1)C#N)CC